1-[9-(4,6-diphenyl-[1,3,5]triazin-2-yl)dibenzofuran-2-yl]-9-phenyl-4H-naphtho[1,2,3,4-def]carbazole C1(=CC=CC=C1)C1=NC(=NC(=N1)C1=CC=CC=C1)C1=CC=CC2=C1C1=C(O2)C=CC(=C1)C1=CC=C2NC=3C=CC=C4C3C2=C1C1=CC=C(C=C14)C1=CC=CC=C1